FC(CN1N=CC=2C1=NC(=CN2)N2CCC1(CN(C1)C(=O)C1=NC=C(C=C1)C(F)(F)F)CC2)F 7-[1-(2,2-difluoroethyl)-1H-pyrazolo[3,4-b]pyrazin-6-yl]-2-[5-(trifluoromethyl)pyridine-2-carbonyl]-2,7-diazaspiro[3.5]nonane